COC1=CC(=C(C=C1OC)NC(=O)C=1OC2=CC=CC=C2C(C1)=O)C(NC1=CC=C(C=C1)CCNCC=1C=C2C=NN(C2=CC1)C)=O N-(4,5-dimethoxy-2-((4-(2-(((1-methyl-1H-indazol-5-yl)methyl)amino)ethyl)phenyl)carbamoyl)phenyl)-4-oxo-4H-chromene-2-carboxamide